ClCCNC=1C=2C=NN(C2C=C(C1)N1C=NN=C1)C1OCCCC1 N-(2-chloroethyl)-1-(tetrahydro-2H-pyran-2-yl)-6-(4H-1,2,4-triazol-4-yl)-1H-indazol-4-amine